C(C)(C)(C)C1CC2=C(CC1)C1=C(N=C(N(C1=O)C1=CC=CC=C1)SCC1=CC=C(C=C1)OC)S2 7-tert-butyl-2-[(4-methoxybenzyl)thio]-3-phenyl-5,6,7,8-tetrahydro[1]benzothieno[2,3-d]pyrimidin-4(3H)-one